3,3-difluoro-4,4-dimethyl-pyrrolidine hydrochloride Cl.FC1(CNCC1(C)C)F